C(C)(C)(C)C1=C(C=CC=C1)OC tert-Butylanisol